FC(O[C@H]1C[C@H](C1)COCC(=O)O)(F)F cis-2-[[3-(trifluoromethoxy)cyclobutyl]methoxy]acetic acid